N(=[N+]=[N-])C[C@H]([C@@H]([C@@H]([C@H](C(=O)NC(CN=[N+]=[N-])=O)O)O)O)O 6-azido-6-deoxy-2-azidoacetamidogalactose